C(=C)C=1C(=NC=CC1)C=CC(=O)N vinyl-pyridine-acrylamide